1-(3,5-Dichloropyridin-4-yl)ethan-1-ol ClC=1C=NC=C(C1C(C)O)Cl